(trimethylsiloxy)-silane C[Si](O[SiH3])(C)C